C1(CC1)N1C=NC(=C1)C1=CN(C2=CC=C(C=C12)NC(C=C)=O)C1=CC=C(C=C1)C(F)(F)F N-(3-(1-cyclopropyl-1H-imidazol-4-yl)-1-(4-(trifluoromethyl)phenyl)-1H-indol-5-yl)acrylamide